6-(aminomethyl)-2,3,4-triiodoaniline NCC1=CC(=C(C(=C1N)I)I)I